2-chloro-1-methoxy-3-(2-methoxyvinyl)benzene ClC1=C(C=CC=C1C=COC)OC